3-(4-hydroxyphenyl)-7-((2-(trimethylsilyl)ethoxy)methoxy)-4H-benzopyran-4-one OC1=CC=C(C=C1)C1=COC2=C(C1=O)C=CC(=C2)OCOCC[Si](C)(C)C